C(CCCCCCC)(=O)ONC1(CC1)CNC(=O)OC(C)(C)C ((1-(((tert-butoxycarbonyl) amino) methyl) cyclopropyl) amino) octanoate